C1(CCC1)[C@H](C1CC1)NC1=C2N=CN(C2=NC(=N1)I)[C@@H]1O[C@@H]([C@@H]2[C@H]1OC(O2)(C)C)CO ((3aR,4R,6R,6aR)-6-(6-(((S)-cyclobutyl(cyclopropyl)methyl)amino)-2-iodo-9H-purin-9-yl)-2,2-dimethyltetrahydrofuro[3,4-d][1,3]dioxol-4-yl)methanol